2-hydroxy-3-cyano-5,6-lutidine OC1=NC(=C(C=C1C#N)C)C